C(C1=CC=CC=C1)OC(C1=C(C=CC(=C1)C=1C=NNC1)C)=O 2-methyl-5-(1H-pyrazol-4-yl)benzoic acid benzyl ester